5-((4-chlorobenzyl)oxy)-2-methylbenzofuran-3-carboxylic acid ClC1=CC=C(COC=2C=CC3=C(C(=C(O3)C)C(=O)O)C2)C=C1